3,5-bis(4-pyridinylphenyl)-2-methylpyrimidine N1=C(C=CC=C1)C1=CC=C(C=C1)N1C(N=CC(=C1)C1=CC=C(C=C1)C1=NC=CC=C1)C